methyl 5-((4-((3-fluorobenzyl)amino)-5-methylpyrimidin-2-yl)amino)-2-(4,4,5,5-tetramethyl-1,3,2-dioxaborolan-2-yl)benzoate FC=1C=C(CNC2=NC(=NC=C2C)NC=2C=CC(=C(C(=O)OC)C2)B2OC(C(O2)(C)C)(C)C)C=CC1